[C@H]12CN(C[C@H](CC1)N2)C2=NC(=NC(=N2)OC[C@]21CCCN1C[C@@H](C2)F)CCC2=CC(=CC1=CC=CC(=C21)Cl)O 4-(2-(4-((1R,5S)-3,8-diazabicyclo[3.2.1]octan-3-yl)-6-(((2R,7aS)-2-fluorotetrahydro-1H-pyrrolizin-7a(5H)-yl)methoxy)-1,3,5-triazin-2-yl)ethyl)-5-chloronaphthalen-2-ol